C(C1=CC=CC=C1)OCCCCO 4-(benzyloxy)butan-1-ol